2,5-di-tert-butyl-4-hydroxybenzyldimethylamine C(C)(C)(C)C1=C(CN(C)C)C=C(C(=C1)O)C(C)(C)C